(1S,3'R,4'S,5'S,6'R)-5-Chloro-6-((5-fluoro-4-methylthiophen-2-yl)methyl)-6'-methyl-3',4',5',6'-tetrahydro-3H-spiro[isobenzofuran-1,2'-pyran]-3',4',5'-triol ClC=1C=C2CO[C@]3(O[C@@H]([C@H]([C@@H]([C@H]3O)O)O)C)C2=CC1CC=1SC(=C(C1)C)F